CN1C(N(C2=C1C(=CC=C2)N2CC(C2)NC)C2C(NC(CC2)=O)=O)=O 3-[3-methyl-4-[3-(methylamino)azetidin-1-yl]-2-oxo-benzimidazol-1-yl]piperidine-2,6-dione